O=C1NC(CCC1N1C(C2=CC=C(C=C2C1=O)N1CCN(CC1)CC1CCN(CC1)C1=CC=C(C=C1)C(=C(CC)C1=CC=CC=C1)C1=CC=C(C=C1)O)=O)=O 2-(2,6-dioxopiperidin-3-yl)-5-(4-((1-(4-(1-(4-hydroxyphenyl)-2-phenylbut-1-ene-1-yl)phenyl)piperidin-4-yl)methyl)piperazin-1-yl)isoindoline-1,3-dione